para-aminoanisole-ethanol NC=1C=C(C(=CC1)OC)CCO